1-ethoxy-2-propyl benzoate C(C1=CC=CC=C1)(=O)OC(COCC)C